2-(10-bromoanthracen-9-yl)dibenzofuran 3-(piperidin-4-yloxy)propanoate N1CCC(CC1)OCCC(=O)O.BrC1=C2C=CC=CC2=C(C2=CC=CC=C12)C1=CC2=C(OC3=C2C=CC=C3)C=C1